COC=1C=C(C=CC1OC)C(CC1=CC(=C(C(=C1)OC)OC)OC)=NO 1-(3,4-Dimethoxyphenyl)-2-(3,4,5-trimethoxyphenyl)ethan-1-one oxime